(E)-amino((tert-butoxycarbonyl){[(6-(3-fluoropropoxy)naphthalen-2-yl)methyl]amino}methylidene)carbamate NN(CC1=CC2=CC=C(C=C2C=C1)OCCCF)\C(\C(=O)OC(C)(C)C)=N\C([O-])=O